C1(CCC1)CC=1C(=C2CCCC2=CC1)NC(=O)C1=C(OC=C1C(C)(C)O)S(=O)(=O)N ((5-(cyclobutylmethyl)-2,3-dihydro-1H-inden-4-yl)carbamoyl)-4-(2-hydroxypropan-2-yl)furan-2-sulfonamide